C1(=CC=CC=C1)[C@@H]1[C@@H](C=2C=CC(=CC2CC1)O)C1=CC=C(C=C1)OC1CCNCC1 |o1:6,7| rel-(5R,6S)-6-phenyl-5-(4-(piperidin-4-yloxy)phenyl)-5,6,7,8-tetrahydronaphthalen-2-ol